O=C1NC(CCC1N1C(C2=CC=C(C=C2C1)CN1CCC(CC1)C1=CC=C(C=C1)N1N=C2C(=CC=CC2=C1)C(=O)N)=O)=O 2-(4-(1-((2-(2,6-dioxopiperidin-3-yl)-1-oxoisoindolin-5-yl)methyl)piperidin-4-yl)phenyl)-2H-indazole-7-carboxamide